2-methyl-4-[(E)-2-nitrovinyl]Phenol CC1=C(C=CC(=C1)\C=C\[N+](=O)[O-])O